5-(tert-butyl)-N-(4-(6-(4-formyl-3-methoxyphenyl)pyrrolo[2,1-f][1,2,4]triazin-4-yl)-2-methylbenzyl)-1,2,4-oxadiazole-3-carboxamide C(C)(C)(C)C1=NC(=NO1)C(=O)NCC1=C(C=C(C=C1)C1=NC=NN2C1=CC(=C2)C2=CC(=C(C=C2)C=O)OC)C